Ethyl 2-(7-chloro-4-methyl-6-(4-morpholinophenyl)-2H-indazol-2-yl)-2-((R)-6-fluoro-6,7-dihydro-5H-pyrrolo[1,2-c]imidazol-1-yl)acetate ClC1=C(C=C(C2=CN(N=C12)C(C(=O)OCC)C1=C2N(C=N1)C[C@@H](C2)F)C)C2=CC=C(C=C2)N2CCOCC2